N1C=CC=2C1=NC=C(C2)OC2=C(C(=O)OC)C=CC(=C2)N2CCN(CC2)CC2=C(CC[C@@](C2)(C)CO)C2=CC=C(C=C2)Cl (R)-methyl 2-((1H-pyrrolo[2,3-b]pyridin-5-yl)oxy)-4-(4-((4'-chloro-4-(hydroxymethyl)-4-methyl-3,4,5,6-tetrahydro-[1,1'-biphenyl]-2-yl)methyl)piperazin-1-yl)benzoate